O[C@@H]1CC[C@H](CC1)C1=C(C=C(C=C1)C1=NNC(OC1)=O)C(F)(F)F (trans)-5-{4-[4-Hydroxycyclohexyl]-3-(trifluoromethyl)phenyl}-3,6-dihydro-2H-1,3,4-oxadiazin-2-on